C(C1=CC=CC=C1)OC(N(C)CC12CN(C(C1)C2)C2=NC=CC(=N2)NC2=NC=NC(=C2)C2CCCC2)=O N-[[2-[4-[(6-cyclopentylpyrimidin-4-yl)amino]pyrimidin-2-yl]-2-azabicyclo[2.1.1]hex-4-yl]methyl]-N-methyl-carbamic acid benzyl ester